S1C(=NN=C1)C1(CC1)NC(C(=O)C=1N2CCCC2=C(C1C)C(=O)NC1=CC(=C(C=C1)F)C(F)F)=O 5-(2-((1-(1,3,4-thiadiazol-2-yl)cyclopropyl)amino)-2-oxoacetyl)-N-(3-(difluoromethyl)-4-fluorophenyl)-6-methyl-2,3-dihydro-1H-pyrrolizine-7-carboxamide